C(C)C(C(C)C)(CC(C)C)O 3-Ethyl-2,5-dimethyl-hexan-3-ol